4-(6,7-dihydro-5H-pyrrolo[3,4-b]pyridin-2-yl)-3-(2-methyl-6-morpholin-4-ylpyridin-4-yl)oxybenzonitrile N1=C2C(=CC=C1C1=C(C=C(C#N)C=C1)OC1=CC(=NC(=C1)N1CCOCC1)C)CNC2